C(C)OC1(CCC(CC1)C(=O)OCC)C Ethyl trans-4-ethoxy-4-methylcyclohexanecarboxylate